CN(C)CC1(CC1)COC=1N=C(C2=C(N1)CN(C2)C(=O)C2=CC(=CC1=CC=CC(=C21)I)O)N2C[C@@H](CCC2)CO (R)-(2-((1-((dimethylamino)methyl)cyclopropyl)methoxy)-4-(3-(hydroxymethyl)piperidin-1-yl)-5,7-dihydro-6H-pyrrolo[3,4-d]pyrimidin-6-yl)(3-hydroxy-8-iodonaphthalen-1-yl)methanone